(3S)-1-[7-(8-ethynyl-7-fluoro-3-hydroxynaphthalen-1-yl)-8-fluoro-2-{[(2R,7aS)-2-fluorotetrahydro-1H-pyrrolizin-7a(5H)-yl]methoxy}pyrido[4,3-d]pyrimidin-4-yl]piperidin-3-ol C(#C)C=1C(=CC=C2C=C(C=C(C12)C1=C(C=2N=C(N=C(C2C=N1)N1C[C@H](CCC1)O)OC[C@]12CCCN2C[C@@H](C1)F)F)O)F